(S)-N-(4-(2-amino-propanamido)phenyl)-7-(3,4-dimethoxyphenyl)pyrazolo[1,5-a]pyrimidine-2-carboxamide N[C@H](C(=O)NC1=CC=C(C=C1)NC(=O)C1=NN2C(N=CC=C2C2=CC(=C(C=C2)OC)OC)=C1)C